FC1=C(OCCCC(C(=O)N2CCN(CC2)S(=O)(=O)C2=CC=C(C=C2)F)(C)C)C(=CC=C1)F 5-(2,6-Difluorophenoxy)-1-(4-((4-fluorophenyl)sulfonyl)piperazin-1-yl)-2,2-dimethylpentan-1-one